1,1'-(Propane-2,2-diylbis(3,1-phenylene))bis(pyrrolidine-2,2,3,3,4,4,5,5-d8) CC(C)(C=1C=C(C=CC1)N1C(C(C(C1([2H])[2H])([2H])[2H])([2H])[2H])([2H])[2H])C=1C=C(C=CC1)N1C(C(C(C1([2H])[2H])([2H])[2H])([2H])[2H])([2H])[2H]